N[C@H](C(=O)OCC)CC1=CC=C(C=C1)C1=NOC(=N1)C=1C=C(C(=CC1)OC)C1=CC=C(C=C1)O (S)-ethyl 2-amino-3-(4-(5-(4'-hydroxy-6-methoxybiphenyl-3-yl)-1,2,4-oxadiazol-3-yl)phenyl)propanoate